5-(8-Amino-6-(trifluoromethyl)imidazo[1,2-a]pyrazin-3-yl)-2-chloro-N-(4-cyanobicyclo[2.1.1]hexan-1-yl)benzenesulfonamide trifluoroacetate salt FC(C(=O)O)(F)F.NC=1C=2N(C=C(N1)C(F)(F)F)C(=CN2)C=2C=CC(=C(C2)S(=O)(=O)NC21CCC(C2)(C1)C#N)Cl